trans-2-[[1-(2-fluoroethyl)-4-[[4-(trifluoromethyl)phenyl]methyl]pyrrolo[2,3-b]pyridine-3-carbonyl]amino]spiro[3.3]heptane-6-carboxylic acid FCCN1C=C(C=2C1=NC=CC2CC2=CC=C(C=C2)C(F)(F)F)C(=O)NC2CC1(C2)CC(C1)C(=O)O